C(C1CO1)CCC[Si](O)(O)O gamma-(2,3-epoxypropyl)propyl-trihydroxysilane